C(C)(C)(C)OC(=O)N1CCN(CC1)CC(=O)NC1=C(C=C(C=C1)[N+](=O)[O-])C 4-(2-((2-methyl-4-nitrophenyl)amino)-2-oxoethyl)piperazine-1-carboxylic acid tert-butyl ester